nickel-lithium cobalt oxide [Co]=O.[Li].[Ni]